N[C@H](CC(=O)O)CC=1SC=CC1 (R)-β-amino-4-(2-thienyl)-butyric acid